ClC1=C(C=CC=2C(=C3N(C12)CCNC3)C=3C=NNC3)Cl 6,7-dichloro-10-(1H-pyrazol-4-yl)-1,2,3,4-tetrahydropyrazino[1,2-a]indol